ClC1=CC(=C(C=C1)C1=NC(=NO1)[C@@H]1CC12CCN(CC2)S(=O)(=O)N)C(F)(F)F (1R)-1-{5-[4-Chloro-2-(trifluoromethyl)phenyl]-1,2,4-oxadiazol-3-yl}-6-azaspiro[2.5]octan-6-sulfonamid